N-(4-(4-amino-2-fluorophenoxy)pyridin-2-yl)-3-((tert-butyldiphenylsilyl)oxy)azetidine-1-carboxamide NC1=CC(=C(OC2=CC(=NC=C2)NC(=O)N2CC(C2)O[Si](C2=CC=CC=C2)(C2=CC=CC=C2)C(C)(C)C)C=C1)F